3-(7-morpholino-2-(pyridin-4-yl)pyrazolo[1,5-a]pyrimidin-5-yl)-1-phenyl-1H-pyrazol O1CCN(CC1)C1=CC(=NC=2N1N=C(C2)C2=CC=NC=C2)C2=NN(C=C2)C2=CC=CC=C2